OC1=C(C=CC(=C1)OC1OCCCC1)C(C=CC1=CC(=C(C=C1)OC1OCCCC1)OC)=O 1-[2-Hydroxy-4-(oxan-2-yloxy)phenyl]-3-[3-methoxy-4-(oxan-2-yloxy)phenyl]prop-2-en-1-one